C1(=CC=CC=C1)P(C(CCO)C)C1=CC=CC=C1 3-(diphenylphosphino)-1-butanol